3,5-dimethoxystyrene tert-butyl-3-[2-[2-[2-[2-(2-aminoethoxy)ethoxy]ethoxy]ethoxy]ethoxy]propanoate C(C)(C)(C)OC(CCOCCOCCOCCOCCOCCN)=O.COC=1C=C(C=C)C=C(C1)OC